4-METHOXYISOPHTHALALDEHYDE COC1=C(C=C(C=O)C=C1)C=O